ClC1=CC(=NC=C1C(=O)NC=1C=NC=CC1)C(F)(F)F 4-Chloro-N-(pyridin-3-yl)-6-(trifluoromethyl)nicotinamide